CN(CCN(C(OC(C)(C)C)=O)[C@@H]1C[C@H](C1)OC1=C2C=NN(C2=CC(=C1)C1=CC=C(C=C1)O)C1OCCCC1)C trans-tert-butyl N-(2-(dimethylamino)ethyl)-N-[3-[[6-(4-hydroxyphenyl)-1-(tetrahydro-2H-Pyran-2-yl)-1H-indazol-4-yl]oxy]cyclobutyl]carbamate